C1(=CC=CC=2C3=CC=CC=C3C3(C12)C1=CC=CC=C1C=1C=CC=CC13)N 9,9'-spirobi[fluorene]-1-amine